4-(1-methyl-1-phenylethyl)-N-[4-(1-methyl-1-phenylethyl)phenyl]phenylamine CC(C)(C1=CC=CC=C1)C1=CC=C(C=C1)NC1=CC=C(C=C1)C(C)(C1=CC=CC=C1)C